C(#N)C=1C(=NN(C1SCC1=CC=CC=C1)C(=O)C=1OC=CC1)C1C(N(C1)S(=O)(=O)N1CCCC1)C 4-({[4-Cyano-1-(furan-2-carbonyl)-3-[2-methyl-1-(pyrrolidin-1-sulfonyl)azetidin-3-yl]-1H-pyrazol-5-yl]sulfanyl}methyl)benzol